C12[C@@H](CC(CC1)C2)OC2=C(C(=O)OC)C(=CC(=C2)C)O Methyl 2-(((2R)-bicyclo[2.2.1]heptan-2-yl)oxy)-6-hydroxy-4-methylbenzoate